N-(5-Chloro-1,3,4-thiadiazol-2-yl)-2-((1-Isopropyl-4-oxo-4,5-dihydro-1H-pyrazolo[3,4-d]pyrimidin-6-yl)thio)acetamid ClC1=NN=C(S1)NC(CSC=1NC(C2=C(N1)N(N=C2)C(C)C)=O)=O